3-[4-(4-bromo-N-methyl-anilino)phenyl]oxazolidin-2-one BrC1=CC=C(N(C)C2=CC=C(C=C2)N2C(OCC2)=O)C=C1